(1R,2S,3S,6R,7S)-4-[(2S)-2-[(tert-butoxycarbonyl)amino]-3,3-dimethylbutanoyl]-4-azatricyclo[5.2.1.0^{2,6}]dec-8-ene-3-carboxylic acid C(C)(C)(C)OC(=O)N[C@H](C(=O)N1[C@@H]([C@H]2[C@H]3C=C[C@@H]([C@H]2C1)C3)C(=O)O)C(C)(C)C